ClC1=C(CNC(=O)[C@]2(C=3C=CC=NC3[C@](CC2)(CO)O)F)C=CC(=C1)F (5S,8R)-N-(2-chloro-4-fluorobenzyl)-5-fluoro-8-hydroxy-8-(hydroxymethyl)-5,6,7,8-tetrahydroquinoline-5-carboxamide